C(#N)C=1C=C(C=CC1F)NC(=O)N1CC=2C(=NN3C2C(CC[C@@H](C3)CNC(OC)=O)(F)F)C[C@H]1C |o1:22| methyl (((3R,8R*)-2-((3-cyano-4-fluorophenyl)carbamoyl)-11,11-difluoro-3-methyl-2,3,4,7,8,9,10,11-octahydro-1H-pyrido[4',3':3,4]pyrazolo[1,5-a]azepin-8-yl)methyl)carbamate